C1(CCC1)N1CC=2N(CC1)C=C(N2)C(=O)O 7-cyclobutyl-5,6,7,8-tetrahydroimidazo[1,2-a]pyrazine-2-carboxylic acid